CC1=CC=C(C=C1)S(=O)(=O)N[C@H](C(=O)Cl)CC1=CC=CC=C1 (S)-2-(4-methylphenyl-sulphonylamino)-3-phenylpropionyl chloride